2,3-dimethoxy-9-(p-tolyl)dibenzo[b,e]thiepin-11(6H)-one COC1=CC2=C(SCC3=C(C2=O)C=C(C=C3)C3=CC=C(C=C3)C)C=C1OC